CC(C)CC(CCCCC)=O 2-methyl-4-nonanone